3-((4-formyl-6-methoxypyridin-3-yloxy)methyl)picolinamide C(=O)C1=C(C=NC(=C1)OC)OCC=1C(=NC=CC1)C(=O)N